((7R)-7-amino-2-azabicyclo[2.2.1]hept-2-yl)(2-(6-(4-aminopiperidin-1-yl)-1-(cyclopropylmethyl)-1H-indol-2-yl)-3-methylbenzofuran-6-yl)methanone N[C@H]1C2N(CC1CC2)C(=O)C2=CC1=C(C(=C(O1)C=1N(C3=CC(=CC=C3C1)N1CCC(CC1)N)CC1CC1)C)C=C2